Ethyl (1S,5R,6R)-2-oxo-3-azabicyclo[3.1.0]hexane-6-carboxylate O=C1[C@@H]2[C@@H]([C@@H]2CN1)C(=O)OCC